C(C)OC(=O)C=1C(=NNC1C)C(F)(F)F 5-methyl-3-(trifluoromethyl)-1H-pyrazole-4-carboxylic acid ethyl ester